tert-butyl-4-(6-cyano-1-methyl-2-oxo-1,2-dihydro-1,5-naphthyridin-4-yl)-2,2-dimethylpiperazine-1-carboxylate C(C)(C)(C)OC(=O)N1C(CN(CC1)C1=CC(N(C2=CC=C(N=C12)C#N)C)=O)(C)C